Isobutyl 3-(1-((1-(2-((4-ethylphenyl)sulfonamido)ethyl)piperidin-4-yl)methyl)-1H-1,2,3-triazol-4-yl)-5-fluoro-1H-indole-2-carboxylate C(C)C1=CC=C(C=C1)S(=O)(=O)NCCN1CCC(CC1)CN1N=NC(=C1)C1=C(NC2=CC=C(C=C12)F)C(=O)OCC(C)C